C(C)(C)(C)OC(=O)N1[C@H](CC[C@@H](C1)NC(=O)OCC1=CC=CC=C1)C(=O)NN (2R,5S)-5-{[(benzyloxy)carbonyl]amino}-2-(hydrazinocarbonyl)piperidine-1-carboxylic acid tert-butyl ester